N-(5-((6-((S)-3-(2-chloro-3-fluorobenzyl)isoxazolidine-2-yl)pyrimidine-4-yl)amino)-2-(4-cyclopropyl-piperazine-1-yl)-4-methoxyphenyl)acrylamide ClC1=C(C[C@@H]2N(OCC2)C2=CC(=NC=N2)NC=2C(=CC(=C(C2)NC(C=C)=O)N2CCN(CC2)C2CC2)OC)C=CC=C1F